4-(4-((4,4-dimethyl-2-(4,4,5,5-tetramethyl-1,3,2-dioxaborolan-2-yl)cyclohex-1-en-1-yl)methyl)piperazin-1-yl)benzoic acid tert-butyl ester C(C)(C)(C)OC(C1=CC=C(C=C1)N1CCN(CC1)CC1=C(CC(CC1)(C)C)B1OC(C(O1)(C)C)(C)C)=O